S1(=O)(=O)C(CCC1)O 2-sulfolanol